NC1=NC=NN2C1=C(C=C2)N2CC(CCC2)N 4-amino-5-(3-aminopiperidin-1-yl)pyrrolo[2,1-f][1,2,4]triazin